C(#N)C=1C=C(C(=C2C=C(NC12)C)N1C[C@H]2[C@H](CC1)CN(C2)C(=O)OC(C)(C)C)F tert-Butyl trans-5-(7-cyano-5-fluoro-2-methyl-1H-indol-4-yl)octahydro-2H-pyrrolo[3,4-c]pyridine-2-carboxylate